oxybis(ethane-2,1-diyl) bis(phenylcarbamate) C1(=CC=CC=C1)NC(OCCOCCOC(NC1=CC=CC=C1)=O)=O